P(=O)(OC1=C(C(=CC(=C1)\C=C\C1=CC=CC=C1)F)CCC)(O)O (E)-3-fluoro-2-propyl-5-styrylphenyl dihydrogen phosphate